CC1=C(N=C(S1)C(C#CC1CCN(CC1)C(=O)OC(C)(C)C)=O)C(F)(F)F tert-butyl 4-(3-(5-methyl-4-(trifluoromethyl)thiazol-2-yl)-3-oxoprop-1-yn-1-yl)piperidine-1-carboxylate